2-(3-tert-butyl[1,4'-bipiperidin]-1'-yl)-N-[(3,5-difluoropyridin-2-yl)methyl]-1,3-thiazole-5-carboxamide C(C)(C)(C)C1CN(CCC1)C1CCN(CC1)C=1SC(=CN1)C(=O)NCC1=NC=C(C=C1F)F